N-((R)-1-(4-(8-(but-3-en-1-yloxy)quinolin-6-yl)-5-methoxypyridin-2-yl)ethyl)-N-ethyl-2-methylpropane-2-sulfinamide C(CC=C)OC=1C=C(C=C2C=CC=NC12)C1=CC(=NC=C1OC)[C@@H](C)N(S(=O)C(C)(C)C)CC